7-(3-{[(4-Benzylmorpholin-2-yl)methyl]carbamoyl}azetidin-1-yl)-5-methyl-4-oxo-1-(1,2,4-thiadiazol-5-yl)-1,4-dihydro-1,8-naphthyridine-3-carboxylic acid C(C1=CC=CC=C1)N1CC(OCC1)CNC(=O)C1CN(C1)C1=CC(=C2C(C(=CN(C2=N1)C1=NC=NS1)C(=O)O)=O)C